4,5-dichlorophthalaldehyde ClC=1C=C(C(C=O)=CC1Cl)C=O